C(C1=CC=CC=C1)OC[C@@H]1COCC(N1)=O (5R)-5-[(benzyloxy)methyl]morpholin-3-one